C(C)OC(=O)C=1C=NC2=CC(=CC=C2C1O)OC([2H])([2H])[2H] ethyl-4-hydroxy-7-methoxy-d3-quinoline-3-carboxylate